(6-(2-(2-aminoethyl)-7-(trifluoromethyl)benzofuran-5-yl)pyridin-3-yl)(4,4-difluoropiperidin-1-yl)methanone NCCC=1OC2=C(C1)C=C(C=C2C(F)(F)F)C2=CC=C(C=N2)C(=O)N2CCC(CC2)(F)F